BrCC1=CC(=CC=C1)C(F)(F)F 1-(Bromomethyl)-3-(trifluoro-methyl)benzene